ClC(C1C(CC=C1)C(=O)O)Cl 2-(dichloromethyl)cyclopent-3-ene-1-carboxylic acid